CC/C=C\\C[C@@H](/C=C/[C@H]1[C@H]2C[C@@H]([C@@H]1C/C=C\\CCCC(=O)O)OO2)O The molecule is a member of the class of prostaglandins H that is 9,11-epidioxyprosta-5,13,17-trienoic acid carrying an additional hydroxy substituent at the 15S-position. It has a role as a human metabolite. It is a prostaglandins H, a secondary alcohol and an olefinic compound. It is a conjugate acid of a prostaglandin H3(1-).